CC(C)OS(=O)(=O)CC1=NOC2=C1C=CC=C2 (1,2-Benzooxazol-3-yl)methanesulfonic acid propan-2-yl ester